(4R,4'R)-6-chloro-4'-[(ethylamino)methyl]-1'-(4-isoquinolyl)-2-[(3-methylisoxazol-5-yl)methyl]spiro[3H-isoquinoline-4,3'-pyrrolidine]-1,2'-dione ClC=1C=C2C(=CC1)C(N(C[C@]21C(N(C[C@H]1CNCC)C1=CN=CC2=CC=CC=C12)=O)CC1=CC(=NO1)C)=O